ClC1=CC=C(C=C1)C(=NC1=CC=CC=C1)C1=CC=C(C=C1)Cl N-(bis(4-chlorophenyl)methylene)-phenylamine